ClC=1C2=CN(N=C2C=CC1C1=CN(C2=NC(=CN=C21)N2C1CC(CC2CC1)C#N)COCC[Si](C)(C)C)C exo-8-[7-(4-chloro-2-methyl-2H-indazol-5-yl)-5-{[2-(trimethylsilyl)ethoxy]methyl}-5H-pyrrolo[2,3-b]pyrazin-3-yl]-8-azabicyclo[3.2.1]octane-3-carbonitrile